dipalmitoyloxypropylamide C(CCCCCCCCCCCCCCC)(=O)OC(CC[NH-])OC(CCCCCCCCCCCCCCC)=O